tert-butyl 4-[4-(3-amino-6-chloro-pyridazin-4-yl)pyrazol-1-yl]piperidine-1-carboxylate NC=1N=NC(=CC1C=1C=NN(C1)C1CCN(CC1)C(=O)OC(C)(C)C)Cl